N-(3-bromo-4-fluorophenyl)-N'-hydroxy-4-((2-(4-(1-hydroxyethyl)-1H-1,2,3-triazol-1-yl)ethyl)amino)-1,2,5-oxadiazole-3-formamidine BrC=1C=C(C=CC1F)NC(=NO)C1=NON=C1NCCN1N=NC(=C1)C(C)O